potassium iodid [I-].[K+]